BrC=1C=C2C(=CC(=NC2=NC1)C1=CC2=CN(N=C2C(=C1)F)C)Cl 6-bromo-4-chloro-2-(7-fluoro-2-methyl-2H-indazol-5-yl)-1,8-naphthyridine